2'-chloro-N-(5-(1,4-dimethyl-1H-pyrazole-3-carbonyl)-5,6-dihydro-4H-pyrrolo[3,4-d]thiazol-2-yl)-5'-methoxy-6-methyl-[4,4'-bipyridine]-3-carboxamide ClC1=NC=C(C(=C1)C1=C(C=NC(=C1)C)C(=O)NC=1SC2=C(N1)CN(C2)C(=O)C2=NN(C=C2C)C)OC